1H,4H-imidazo[4,5-b]indol N1C=NC=2NC=3C=CC=CC3C21